3-amino-1-(3-((8-aminoimidazo[1,2-a]pyrazin-3-yl)methyl)-3',4'-difluoro-[1,1'-biphenyl]-4-yl)-N-methylpiperidine-3-carboxamide NC1(CN(CCC1)C1=C(C=C(C=C1)C1=CC(=C(C=C1)F)F)CC1=CN=C2N1C=CN=C2N)C(=O)NC